NC=1C(NC2=CC(=C(C=C2C1C1=C2C=NNC2=C(C=C1)Cl)OC1CC(C1)F)F)=O 3-amino-4-(7-chloro-1H-indazol-4-yl)-7-fluoro-6-((1r,3r)-3-fluorocyclobutyl)oxy-1H-quinolin-2-one